FC(S(=O)(=O)OC1=NC(=NC=2C[C@]3(CCC12)CC1=CC=CC(=C1CC3)F)SC)(F)F (S)-5-Fluoro-2'-(methylthio)-3,4,5',8'-tetrahydro-1H,6'H-spiro[naphthalene-2,7'-quinazolin]-4'-yl trifluoromethanesulfonate